N1=C(N=CC=C1)C1=CC=C(C(=O)N)C=C1 4-(pyrimidin-2-yl)benzamide